4-[[(1R,3S)-3-aminocyclopentyl]amino]-N'-(2-chloro-5-fluorophenyl)-6-[2-[(dimethylamino)methyl]phenyl]pyrrolo[1,2-b]pyridazine-3-carboximidamide formic acid salt C(=O)O.N[C@@H]1C[C@@H](CC1)NC=1C=2N(N=CC1C(N)=NC1=C(C=CC(=C1)F)Cl)C=C(C2)C2=C(C=CC=C2)CN(C)C